2-chloro-6-(3,5-dichlorophenyl)pyrimidine-4-carboxylic acid methyl ester COC(=O)C1=NC(=NC(=C1)C1=CC(=CC(=C1)Cl)Cl)Cl